(2S,4R)-4-hydroxy-N-(4-(4-methylthiazol-5-yl)benzyl)-1-(2-(4-oxoquinazolin-3(4H)-yl)propanoyl)pyrrolidine-2-carboxamide O[C@@H]1C[C@H](N(C1)C(C(C)N1C=NC2=CC=CC=C2C1=O)=O)C(=O)NCC1=CC=C(C=C1)C1=C(N=CS1)C